6-(1-methyl-1H-pyrazol-4-yl)-3-(4-(5-(phenyl-sulfonyl)pyrimidin-2-yl)piperazin-1-yl)pyrazolo[1,5-a]pyridine CN1N=CC(=C1)C=1C=CC=2N(C1)N=CC2N2CCN(CC2)C2=NC=C(C=N2)S(=O)(=O)C2=CC=CC=C2